3,3',3'',5,5',5''-hexa-t-butyl-α,α',α''-(mesitylene-2,4,6-triyl)tri-p-cResole C(C)(C)(C)C1=CC(=CC(=C1CC1=C(C(=C(C(=C1C)CC=1C(=CC(=CC1C(C)(C)C)O)C(C)(C)C)C)CC=1C(=CC(=CC1C(C)(C)C)O)C(C)(C)C)C)C(C)(C)C)O